FC(C(=O)O)(OC(C(OC(OC(F)(F)F)(F)F)(F)F)(F)F)C(F)(F)F perfluoro-2-methyl-3,6,8-trioxanonanoic acid